C1C2(NCCC3=C1C(C1=CC=CC=C1C3=O)=O)CCCCC2 1',3',4',5'-tetrahydrospiro[cyclohexane-1,2'-naphtho[2,3-d]azepine]-6',11'-dione